O(CC[O])CC[O] (Oxybis(ethane-2,1-diyl))bis(oxygen)